FC=1C=C(C=C(C1)F)CC(=O)NC1=CC(=C(C=C1)C)N1CC2=C(N=C(N=C2)NC2CCOCC2)C2(C1=O)CC2 2-(3,5-difluorophenyl)-N-(4-methyl-3-(7'-oxo-2'-((tetrahydro-2H-pyran-4-yl)amino)-5'H-spiro[cyclopropane-1,8'-pyrido[4,3-d]pyrimidine]-6'(7'H)-yl)phenyl)acetamide